tert-butyl 4,4-diallyl-3,5-dioxopiperidine-1-carboxylate C(C=C)C1(C(CN(CC1=O)C(=O)OC(C)(C)C)=O)CC=C